N,N'-dihydroxyethylenebisacrylamide (Z)-ethyl-6-(N'-ethoxycarbamimidoyl)-2-(4-methyl-5-oxo-1-phenyl-4,5-dihydro-1H-1,2,4-triazole-3-yl)nicotinate C(C)OC(C1=C(N=C(C=C1)/C(/N)=N/OCC)C1=NN(C(N1C)=O)C1=CC=CC=C1)=O.ONC(C=CCCC=CC(=O)NO)=O